2-(4-[[2-(trimethylsilyl)ethoxy]methyl]-14-oxa-2,4,10-triaza-tricyclo[7.5.0.0[3,7]]tetradec-1(9),2,5,7-tetraen-10-yl)benzamide C[Si](CCOCN1C2=NC=3OCCCN(C3C=C2C=C1)C1=C(C(=O)N)C=CC=C1)(C)C